1-[rac-(3aS,6aS)-1-(6-chloropyridazin-3-yl)-2,3,3a,4,6,6a-hexahydropyrrolo[3,4-b]pyrrol-5-yl]ethanone ClC1=CC=C(N=N1)N1[C@H]2[C@@H](CC1)CN(C2)C(C)=O |r|